(5S)-13-benzyloxy-3-(2,6-difluorophenyl)-5-methyl-11-oxa-9-thia-4,7-diazatricyclo[8.5.0.02,8]pentadeca-1(10),2(8),3-trien-6-one C(C1=CC=CC=C1)OC1COC=2SC=3NC([C@@H](N=C(C3C2CC1)C1=C(C=CC=C1F)F)C)=O